N-(2-iodo-4-(perfluorobutan-2-yl)-6-(trifluoromethyl)phenyl)-2-fluoro-3-(hydroxyamino)benzamide IC1=C(C(=CC(=C1)C(C(F)(F)F)(C(C(F)(F)F)(F)F)F)C(F)(F)F)NC(C1=C(C(=CC=C1)NO)F)=O